[4-(methoxymethyl)-6-(trifluoromethyl)-1,3-benzothiazol-2-yl]carbamate COCC1=CC(=CC2=C1N=C(S2)NC([O-])=O)C(F)(F)F